Bromocamphor CC1(C)[C@@H]2CC[C@@]1(C)C(=O)[C@H]2Br